FC(C(=O)O)(F)F.C(#N)CC(N1N=CC(=C1)C=1C2=C(N=CN1)NC=C2)C=2C=CC(=NC2)C#N 5-{2-cyano-1-[4-(7H-pyrrolo-[2,3-d]pyrimidin-4-yl)-1H-pyrazol-1-yl]ethyl}pyridine-2-carbonitrile trifluoroacetate